2-chloro-7-methyl-9-(4-((7-methyl-6-nitroquinolin-4-yl)oxy)butyl)-7,9-dihydro-8H-purin-8-one ClC1=NC=C2N(C(N(C2=N1)CCCCOC1=CC=NC2=CC(=C(C=C12)[N+](=O)[O-])C)=O)C